CN(C=1C=C2CCN[C@H](C2=CC1)CNC1=C(C(=O)O)C=CN=C1)C1=CC=C(C=C1)CCC(F)(F)F (R)-3-(((6-(methyl(4-(3,3,3-trifluoropropyl)phenyl)amino)-1,2,3,4-tetrahydroisoquinolin-1-yl)methyl)amino)isonicotinic acid